C1(=CC=CC=C1)C(C)(C#CC1=CC=CC=C1)O 2,4-diphenylbut-3-yn-2-ol